CP(OCC1=CC=CC=C1)(OCC1=CC=CC=C1)=O Dibenzyl methylphosphonate